2,6-di-(tertiary butyl)-4-methylphenol C(C)(C)(C)C1=C(C(=CC(=C1)C)C(C)(C)C)O